C(C)(C)(C)OC([C@H](C(C)C)N(C)C(=O)N1CC(C1)C#C)=O (2S)-2-[(3-ethynylazetidine-1-carbonyl)-methyl-amino]-3-methyl-butanoic acid tert-butyl ester